(S)-4-cyano-1-methyl-N-(5-phenylthiazol-2-yl)piperazine-2-carboxamide C(#N)N1C[C@H](N(CC1)C)C(=O)NC=1SC(=CN1)C1=CC=CC=C1